6-[[(3R,5R)-1-Ethyl-5-methyl-3-piperidyl]amino]-3-[2-methoxy-4-(trifluoromethyl)phenyl]-4-methyl-1,2,4-triazin-5-one C(C)N1C[C@@H](C[C@H](C1)C)NC=1C(N(C(=NN1)C1=C(C=C(C=C1)C(F)(F)F)OC)C)=O